5-((6-((3-(methylsulfonyl)phenyl)ethynyl)-2-oxo-1,2-dihydropyridin-4-yl)oxy)-1H-1,2,3-triazole-4-carboxylic acid CS(=O)(=O)C=1C=C(C=CC1)C#CC1=CC(=CC(N1)=O)OC1=C(N=NN1)C(=O)O